N=1C=CN2C1C=CC(=C2)C=2C=CC(=C(C2)O)C2=CN=C(N=N2)N2C[C@@H](NCC2)C(C)C 5-(imidazo[1,2-a]pyridin-6-yl)-2-{3-[(3S)-3-(prop-2-yl)piperazin-1-yl]-1,2,4-triazin-6-yl}phenol